N-(2-(4-(3-isopropyl-4-oxo-7-(1-trityl-1H-imidazol-4-yl)-3,4-dihydroimidazo[2,1-f][1,2,4]triazin-2-yl)-1H-pyrazol-1-yl)ethyl)-N-methylpivalamide C(C)(C)N1C(=NN2C(C1=O)=NC=C2C=2N=CN(C2)C(C2=CC=CC=C2)(C2=CC=CC=C2)C2=CC=CC=C2)C=2C=NN(C2)CCN(C(C(C)(C)C)=O)C